[N+](=O)([O-])C1=CC=CC=2C3=C(CNC12)C(NN3)=O 6-nitro-4,5-dihydro-2H-pyrazolo[4,3-c]quinolone